C(C)(=O)[O-].C(C)(=O)[O-].C(CCC)[Sn+2]CCCC Dibutyltin di(acetate)